C(C)OC(CCC(CCC(CCCC(C)C)C)=O)=O 7,11-dimethyl-4-oxododecanoic acid ethyl ester